COC=1N=C2C(=C3C(=NC2=CC1OC)CCC3)N[C@H]3CCN(CCC3)CC (4R)-N-{2,3-dimethoxy-6H,7H,8H-cyclopenta[b]1,5-naphthyridin-9-yl}-1-ethylazepan-4-amine